trichloro-6-hydroxypicolinic acid ClC=1C(=C(C(=NC1O)C(=O)O)Cl)Cl